[N+](=O)([O-])C=1C=C(C=CC1)C(C)O 1-(3-nitrophenyl)ethanol